IC1=C(C(=O)NCC(CO)O)C(=CC(=C1C(=O)NCC(CO)O)I)I 2,4,6-triiodo-N,N'-bis-(2,3-dihydroxypropyl)isophthalamide